2-[(2S)-1-(2-fluoroprop-2-enoyl)-4-[7-(8-methyl-1-naphthyl)-2-[[(2R)-1-methylpyrrolidin-2-yl]methoxy]-6,8-dihydro-5H-pyrido[3,4-d]pyrimidin-4-yl]piperazin-2-yl]acetonitrile FC(C(=O)N1[C@H](CN(CC1)C=1C2=C(N=C(N1)OC[C@@H]1N(CCC1)C)CN(CC2)C2=CC=CC1=CC=CC(=C21)C)CC#N)=C